1-(5-(difluoromethyl)-1,3,4-thiadiazol-2-yl)-N-(3-methyloxetan-3-yl)-4-(4-(pyrrolidine-1-carbonyl)piperazin-1-yl)-1H-indazole-6-sulfonamide FC(C1=NN=C(S1)N1N=CC2=C(C=C(C=C12)S(=O)(=O)NC1(COC1)C)N1CCN(CC1)C(=O)N1CCCC1)F